7'-((1R,3R)-3-hydroxycycloheptyl)-2'-((3-methyl-1H-pyrazol-4-yl)amino)spiro[cyclopropane-1,5'-pyrrolo[2,3-d]pyrimidin]-6'(7'H)-one O[C@H]1C[C@@H](CCCC1)N1C(C2(C3=C1N=C(N=C3)NC=3C(=NNC3)C)CC2)=O